1,N1-dimethyl-ethane-1,2-diamine CC(CN)NC